C(CC)N1CCCC2CC3=C(CC12)C=CC(=C3O)O 1-propyl-1,2,3,4,4A,5,10,10A-octahydro-benzo[G]quinoline-6,7-diol